6-methoxypyrazine-2-Carboxylic acid COC1=CN=CC(=N1)C(=O)O